6,7-dichloro-4-(2,4-diisopropylpyridin-3-yl)-1,4-dihydropyrido[2,3-b]pyrazine-2,3-dione ClC=1C(=CC2=C(N(C(C(N2)=O)=O)C=2C(=NC=CC2C(C)C)C(C)C)N1)Cl